N-(4-(2-((4-(dimethyl-amino)-3-fluorocyclohexyl)-amino)-8-iso-propyl-7-oxo-7,8-dihydropyrido[2,3-d]-pyrimidin-6-yl)-2-fluorophenyl)-3,3,3-trifluoropropane-1-sulfonamide CN(C1C(CC(CC1)NC=1N=CC2=C(N1)N(C(C(=C2)C2=CC(=C(C=C2)NS(=O)(=O)CCC(F)(F)F)F)=O)C(C)C)F)C